C(C)(C)(C)C1=CC2=C(SC(=C2)N2N=CC(=C2)C(=O)O)C(=C1)C#N 1-(5-(tert-butyl)-7-cyanobenzo[b]thiophen-2-yl)-1H-pyrazole-4-carboxylic acid